ClC1=CC(=C(C=C1)N1CCC(CC1)C1=NN(C(=N1)N)C)F (1-(4-chloro-2-fluorophenyl)piperidin-4-yl)-1-methyl-1H-1,2,4-triazol-5-amine